2-cyclopropyl-5-(1-methylcyclopropyl)pyrazole-3-carboxylic acid C1(CC1)N1N=C(C=C1C(=O)O)C1(CC1)C